trioxo-15-(3-ureidopropyl)-5,8-dioxa-2,11,14-triazahexadecan O=C(C(NC=O)=O)OCCOCCNCCNC(C)CCCNC(=O)N